C(C)(=O)OC[C@H]1O[C@H]([C@@H]([C@@H]1CC(=O)[O-])CC(=O)[O-])Br (2S,3S,4R,5S)-2-(acetoxymethyl)-5-bromo-tetrahydrofuran-3,4-diacetate